1,7-dimethyl-guanosine CN1C(C=2[N+](=CN([C@H]3[C@H](O)[C@H](O)[C@@H](CO)O3)C2N=C1N)C)=O